C(#N)C1=CC(=CC2=CC(=CC=C12)CP(=O)(OCC)OCC)C(=O)O 4-cyano-7-((diethoxyphosphoryl)methyl)-2-naphthoic Acid